O1CCN(C2=C1C=CC=C2)[C@H]2CC[C@H](CC2)N2CCN(CC2)C=2C=C(N=NC2)C(=O)O 5-{4-[cis-4-(3,4-dihydro-2H-1,4-benzoxazin-4-yl)cyclohexyl]piperazin-1-yl}pyridazine-3-carboxylic acid